1-ethyl-3-(propan-2-yl)-N-[(1s,4s)-4-{[2-(trifluoromethyl)imidazo[1,2-a]pyridin-5-yl]amino}cyclohexyl]-1H-pyrazole-5-carboxamide C(C)N1N=C(C=C1C(=O)NC1CCC(CC1)NC1=CC=CC=2N1C=C(N2)C(F)(F)F)C(C)C